C(C)C1C(CC(C1)=O)(C(=O)[O-])NC(=O)OC(C)(C)C Ethyl-((tert-butoxycarbonyl) amino)-4-oxocyclopentane-1-carboxylate